CN(C=1SC=C(N1)C(=O)[O-])C=1N=NC(=C(C1)C)\N=C\1/SC2=C(N1COCC[Si](C)(C)C)C=CC=C2 2-[methyl-[5-methyl-6-[(Z)-[3-(2-trimethylsilylethoxymethyl)-1,3-benzothiazol-2-ylidene]amino]pyridazin-3-yl]amino]thiazole-4-carboxylate